O[C@@](/C=C/C1=CC=C(CNCCCCCCNC(CCC(=O)O)=O)C=C1)(CC[C@H]1[C@](CC[C@H]2C(CCC[C@]12C)(C)C)(C)O)C 4-((6-((4-((R,E)-3-hydroxy-5-((1R,2R,4aS,8aS)-2-hydroxy-2,5,5,8a-tetramethyldecahydronaphthalene-1-yl)-3-methylpent-1-en-1-yl)benzyl)amino)hexyl)amino)-4-oxobutanoic acid